(2,2,2-trifluoro-1-(2'-fluoro-2-(methoxymethyloxy)-5'-(methylsulfonyl)-[1,1'-biphenyl]-4-yl)ethyl)-L-leucine methyl ester COC([C@@H](NC(C(F)(F)F)C1=CC(=C(C=C1)C1=C(C=CC(=C1)S(=O)(=O)C)F)OCOC)CC(C)C)=O